ClC1=C(C=CC=C1)[C@@H](C)OC(=O)NC=1N(N=CC1F)C=1C=NC(=CC1)C1=CC=C(C=C1)C1(CC1)C#N 3-[(R)-1-(o-chlorophenyl)ethoxycarbonylamino]-2-{6-[p-(1-cyanocyclopropyl)phenyl]-3-pyridinyl}-4-fluoro-2H-pyrazole